Tetrakis(thiocyanato)cobalt (II) ammonium [NH4+].S(C#N)[Co-2](SC#N)(SC#N)SC#N.[NH4+]